NC=1C(=NC=C(N1)N1CCC(CC1)(C)N)SC=1C(=C(C=CC1)N1CCN(CC1)CC=1C=C(C=CC1)C1C(NC(CC1)=O)=O)Cl 3-(3-((4-(3-((3-amino-5-(4-amino-4-methylpiperidin-1-yl)pyrazin-2-yl)thio)-2-chlorophenyl)piperazin-1-yl)methyl)phenyl)piperidine-2,6-dione